(S)-2-((2S,3R)-3-amino-2-hydroxy-4-phenylbutanamido)-2-(4-fluoro-3-(trifluoromethyl)phenyl)acetic acid N[C@@H]([C@@H](C(=O)N[C@H](C(=O)O)C1=CC(=C(C=C1)F)C(F)(F)F)O)CC1=CC=CC=C1